C(C=C)[C@H]1C[C@H](CO1)O |o1:3,5| (3R*,5S*)-5-Allyltetrahydrofuran-3-ol